para-nitrophenyl butyrate C(CCC)(=O)OC1=CC=C(C=C1)[N+](=O)[O-]